C(CCC)N.C1(=CC=CC=C1)S(=O)O benzenesulfinic acid butylamine salt